(adamantan-1-yl)-1-(6-((2-methyl-[1,1'-biphenyl]-3-yl)methoxy)pyridin-3-yl)-5,8,11,14-tetraoxa-2-azaheptadecan-17-amide C12(CC3CC(CC(C1)C3)C2)C(NCCOCCOCCOCCOCCC(=O)N)C=2C=NC(=CC2)OCC=2C(=C(C=CC2)C2=CC=CC=C2)C